6-(benzo[b]thiophen-4-yl)-1,3-di(piperazin-1-yl)-5,6,7,8-tetrahydro-2,6-naphthyridine-4-carbonitrile dihydrochloride Cl.Cl.S1C2=C(C=C1)C(=CC=C2)N2CC=1C(=C(N=C(C1CC2)N2CCNCC2)N2CCNCC2)C#N